lithium-arsenic [As].[Li]